(pyridin-4-ylmethyl)pyrimidin N1=CC=C(C=C1)CC1=NC=CC=N1